FC=1C=C(C=NC1)[C@H](O)[C@@H]1NC2(CC1C2)C (S)-(5-Fluoropyridin-3-yl)((R)-1-methyl-2-azabicyclo[2.1.1]hexan-3-yl)-methanol